3-(4-chlorophenyl)adamantane-1-carboxylic acid ClC1=CC=C(C=C1)C12CC3(CC(CC(C1)C3)C2)C(=O)O